4'-bromo-2,6-difluoro-1-trifluoromethoxybiphenyl BrC1=CC=C(C=C1)C1(C(C=CC=C1F)F)OC(F)(F)F